C(C)C1(NC(N(C(C1)=O)[C@@H]1CCCOC2=C1C=C(C=C2)C(=O)N[C@H]2[C@@H](C(OC1=CC=CC=C21)(C)C)O)=N)CC (5R)-5-(4,4-diethyl-2-imino-6-oxo-hexahydropyrimidin-1-yl)-N-[(3S,4R)-3-hydroxy-2,2-dimethyl-chroman-4-yl]-2,3,4,5-tetrahydro-1-benzoxepine-7-carboxamide